C(CCCCCCCCC)N(C(CCCCCCCNCCCCCO)=O)CCCCCCCCCC N,N-didecyl-8-((5-hydroxypentyl)amino)octanamide